4-methyl-6-oxo-1-(2,4-dichlorophenyl)-1,6-dihydropyridazine-3-amide CC=1C(=NN(C(C1)=O)C1=C(C=C(C=C1)Cl)Cl)C(=O)N